N(=[N+]=[N-])CCOCCOCCOC1=NC=CC(=C1)SC 1-azido-9-(4-methylthio-2-pyridyl)-3,6,9-trioxanonane